C1(CC1)NC(C([C@H](CCC(C)(F)F)NC(=O)[C@H]1N(CC[C@H](C1)C(F)(F)F)C([C@H](CC1=CC=CC=C1)NC(OC)=O)=O)=O)=O Methyl ((S)-1-((2S,4R)-2-(((S)-1-(cyclopropylamino)-6,6-difluoro-1,2-dioxoheptan-3-yl)carbamoyl)-4-(trifluoromethyl)piperidin-1-yl)-1-oxo-3-phenylpropan-2-yl)carbamate